4-(2-(6-(difluoromethyl)imidazo[1,2-a]pyrazin-3-yl)pyrimidin-4-yl)-1-methyl-1,4,9-triazaspiro[5.5]undecane FC(C=1N=CC=2N(C1)C(=CN2)C2=NC=CC(=N2)N2CCN(C1(C2)CCNCC1)C)F